[1-(2,2-dimethylpropionyl)-5-(4-fluorophenyl)-6-(trifluoromethyl)pyrrolo[2,3-f]indazol-7-yl]benzoic acid methyl ester COC(C1=C(C=CC=C1)C1=C(N(C=2C=C3C=NN(C3=CC21)C(C(C)(C)C)=O)C2=CC=C(C=C2)F)C(F)(F)F)=O